FC=1C=C(C=CC1)C1=NC2=CC=CC=C2C(=N1)C1=CC=CC=C1 2-(3-fluorophenyl)-4-phenyl-quinazoline